7-(2-methylbenzyl)-2-azaspiro[3.5]Nonane-2-carboxylic acid tert-butyl ester C(C)(C)(C)OC(=O)N1CC2(C1)CCC(CC2)CC2=C(C=CC=C2)C